N-[3-[5-cyclopropylsulfonyl-2-(difluoromethoxy)phenyl]-1-methyl-pyrazol-4-yl]pyrazolo[1,5-a]pyrimidine-3-carboxamide C1(CC1)S(=O)(=O)C=1C=CC(=C(C1)C1=NN(C=C1NC(=O)C=1C=NN2C1N=CC=C2)C)OC(F)F